BrC1=CC=CC(=N1)C=1N(C(=C(N1)C1=NC2=C(N1C)C=C1C(=C2)OC(C(O1)(F)F)(F)F)SCC)C 2-[2-(6-Bromopyridin-2-yl)-5-(ethylsulfanyl)-1-methyl-1H-imidazol-4-yl]-6,6,7,7-tetrafluoro-1-methyl-6,7-dihydro-1H-[1,4]dioxino[2,3-f]benzimidazole